C(=C/CCCC)/CC(C(=O)[O-])C (Z)-3-Hexenyl-isobutyrat